(2,4-dimethoxyphenyl)boronic acid COC1=C(C=CC(=C1)OC)B(O)O